CC1=CC=C(C=N1)CC(=O)NC=1N=NN(C1)CCCCN1N=NC(=C1)C(=O)NCC=1C=NC=CC1 1-(4-{4-[2-(6-methylpyridin-3-yl)acetamido]-1H-1,2,3-triazol-1-yl}butyl)-N-(pyridin-3-ylmethyl)-1H-1,2,3-triazole-4-carboxamide